N-(5-Fluoropyrimidin-2-yl)-1,6-dimethyl-7,8-dihydro-6H-cyclopenta[e][1,2,4]triazolo[4,3-a]pyridine-4-carboxamide FC=1C=NC(=NC1)NC(=O)C=1C=2N(C3=C(C1)C(CC3)C)C(=NN2)C